C(=O)(OC(C)(C)C)N[C@@H](CCO)C(=O)O N-Boc-L-homoserine